4-amino-2-methyl-phenyl-boric acid NC1=CC(=C(C=C1)OB(O)O)C